S(C)(=O)(=O)O.C(C=C)(=O)N acrylamide mesylate